N-(4,5-Dimethoxy-2-((4-(2-(((5-methoxypyridin-3-yl)methyl)((1-methyl-1H-indazol-5-yl)methyl)amino)ethyl)phenyl)carbamoyl)phenyl)-4-oxo-4H-chromene-2-carboxamide COC1=CC(=C(C=C1OC)NC(=O)C=1OC2=CC=CC=C2C(C1)=O)C(NC1=CC=C(C=C1)CCN(CC=1C=C2C=NN(C2=CC1)C)CC=1C=NC=C(C1)OC)=O